N-ethyl-N-(2-(5-methoxy-4-methyl-1H-indol-3-yl)ethyl)propan-2-amine C(C)N(C(C)C)CCC1=CNC2=CC=C(C(=C12)C)OC